C(C)C1C(NC2=C(O1)C=C(C(=C2)C)S(=O)(=O)N2CC(CCC2)C(=O)NC2=CC=C(C=C2)F)=O 1-((2-ethyl-6-methyl-3-oxo-3,4-dihydro-2H-benzo[b][1,4]oxazin-7-yl)sulfonyl)-N-(4-Fluorophenyl)piperidine-3-carboxamide